ClC=1C=C(C=CC1F)NC1=NC=NC2=CC(=C(C=C12)NCC=1C(=C2CN(C(C2=CC1)=O)C1C(NC(CC1)=O)=O)F)OC 3-(5-(((4-((3-chloro-4-fluorophenyl)amino)-7-methoxyquinazolin-6-yl)amino)methyl)-4-fluoro-1-oxoisoindolin-2-yl)piperidine-2,6-dione